(1S,3S)-3-((6-(5-((isobutoxy-carbonyl)amino)-1-methyl-1H-1,2,3-triazol-4-yl)-2-methylpyridin-3-yl)oxy)cyclohexane-1-carboxylic acid C(C(C)C)OC(=O)NC1=C(N=NN1C)C1=CC=C(C(=N1)C)O[C@@H]1C[C@H](CCC1)C(=O)O